NC=1N=NC(=CC1N1CC2CCC(C1)N2C(=O)C2=CN=CS2)C2=C(C=CC=C2)O (3-(3-amino-6-(2-hydroxyphenyl)pyridazin-4-yl)-3,8-diazabicyclo[3.2.1]octan-8-yl)(thiazol-5-yl)methanone